2-(1H-benzo[d]imidazol-2-yl)-3-(2,5-dimethyl-1-(p-tolyl)-1H-pyrrol-3-yl)acrylonitrile N1C(=NC2=C1C=CC=C2)C(C#N)=CC2=C(N(C(=C2)C)C2=CC=C(C=C2)C)C